2,5-difluoro-4-methylaniline FC1=C(N)C=C(C(=C1)C)F